5-bromo-4-chloro-6-(2,6-dimethylphenyl)pyrimidin-2-amine BrC=1C(=NC(=NC1C1=C(C=CC=C1C)C)N)Cl